O1CCC(CC1)[C@H](C)N (S)-1-(tetrahydro-2H-pyran-4-yl)ethan-1-amine